ClC1=CC(=NC(=N1)C=1C=NN(C1)C)N1CC2(C1)CCN(CC2)C(=O)C2CC2 (2-(6-chloro-2-(1-methyl-1H-pyrazol-4-yl)pyrimidin-4-yl)-2,7-diazaspiro[3.5]nonan-7-yl)(cyclopropyl)methanone